4-(4-bromophenyl)-6-(4-chlorophenyl)-2-(1,3-dithian-2-yl)-3-phenyl-4H-pyran BrC1=CC=C(C=C1)C1C(=C(OC(=C1)C1=CC=C(C=C1)Cl)C1SCCCS1)C1=CC=CC=C1